2-(4-(pyridin-3-yl)phenyl)acrylamide N1=CC(=CC=C1)C1=CC=C(C=C1)C(C(=O)N)=C